FC1=C(NC2C(NC(CC2)=O)=O)C=C(C(=C1)C1CCNCC1)F 3-[2,5-difluoro-4-(4-piperidyl)anilino]piperidine-2,6-dione